1H-pyrazol-1-yl-cyclohexanone N1(N=CC=C1)C1C(CCCC1)=O